C1(C(CC2=CC=CC=C12)=O)=O 1,2-Indanedione